C(CCCCCCCCCCCCC)O tetradecaan-1-ol